ClC=1C(=C2C=NNC2=C(C1F)C(NC(=O)C1CC1)C#N)C=1N=CC=2N(C1)C=C(N2)NC(=O)C2C(C2)F N-(6-(5-chloro-7-(cyano(cyclopropanecarboxamido)methyl)-6-fluoro-1H-indazol-4-yl)imidazo[1,2-a]pyrazin-2-yl)-2-fluorocyclopropane-1-carboxamide